BrC1=CC2=C(C(C3=C(N(S2(=O)=O)C)C=CC=C3)NCCCOCC)C=C1 3-Bromo-11-((3-ethoxypropyl)amino)-6-methyl-6,11-dihydrodibenzo[c,f][1,2]thiazepine 5,5-dioxide